C(C)OC(=O)C=1O[C@]([C@H](C1OS(=O)(=O)C(F)(F)F)CC)(C(F)(F)F)C |r| rac-(4r,5r)-4-ethyl-5-methyl-5-(trifluoromethyl)-3-(((trifluoromethyl)sulfonyl)oxy)-4,5-dihydrofuran-2-carboxylic acid ethyl ester